BrC=1NC2=C(N1)C=C(C(=C2)Cl)Cl 2-bromo-5,6-dichlorobenzimidazole